C(C)(C)(C)OC(=O)N[C@H]1[C@@H](CC(CC1)=O)C(=O)OCC |r| Racemic-ethyl trans-2-((tert-butoxycarbonyl)amino)-5-oxocyclohexane-1-carboxylate